(R)-1-(2-iodo-4,5-dimethoxyphenyl)propan-2-yl acetate C(C)(=O)O[C@@H](CC1=C(C=C(C(=C1)OC)OC)I)C